tert-butyl N-[[1-[2-(3-chloro-4-methyl-phenyl)-5-[(2-oxooxazolidin-3-yl) methyl]pyrimidin-4-yl]pyrrolidin-3-yl]methyl]carbamate ClC=1C=C(C=CC1C)C1=NC=C(C(=N1)N1CC(CC1)CNC(OC(C)(C)C)=O)CN1C(OCC1)=O